CC(=C)[C@H](C=C)O (S)-2-methyl-1,4-pentadiene-3-ol